NCCN(CCN)CCN N,N-bis(2-aminoethyl)ethane-1,2-diamine